(2-chlorophenyl)-N-(6-chloropyridazin-4-yl)acetamide ClC1=C(C=CC=C1)CC(=O)NC1=CN=NC(=C1)Cl